(6aR,10aR)-2-(benzothiophen-2-yl)-6,6,9-trimethyl-3-pentyl-6a,7,8,10a-tetrahydrobenzo[c]chromen-1-ol S1C(=CC2=C1C=CC=C2)C2=C(C=1[C@H]3[C@H](C(OC1C=C2CCCCC)(C)C)CCC(=C3)C)O